C(#C)C1=CC=CC=C1C#C 4,5-bis-ethynylbenzene